(4-chloro-2-fluoro-5-(2-oxo-2-(3,5-difluorophenyl)ethoxy)phenyl)-4,5,6,7-tetrahydro-1H-isoindole-1,3(2H)-dione ClC1=CC(=C(C=C1OCC(C1=CC(=CC(=C1)F)F)=O)N1C(C=2CCCCC2C1=O)=O)F